C(C)(C)(C)OC(NCC1(CCC(CC1)S(=O)(=O)C)O)=O tert-butyl(((1s,4s)-1-hydroxy-4-(methylsulfonyl)cyclohexyl)methyl)carbamate